2'-acetamido-5-chloro-N-(5-chloro-6-(2H-1,2,3-triazol-2-yl)pyridin-3-yl)-2,4'-difluoro-[1,1'-biphenyl]-4-carboxamide C(C)(=O)NC1=C(C=CC(=C1)F)C1=C(C=C(C(=C1)Cl)C(=O)NC=1C=NC(=C(C1)Cl)N1N=CC=N1)F